(6-fluoro-2,8-dimethyl-imidazo[1,2-a]pyridin-3-yl)methanone FC=1C=C(C=2N(C1)C(=C(N2)C)C=O)C